OCC1CC2=C(C(=NC(=C2C)OCC2(CC2)NC(OC(C)(C)C)=O)C=2SC(=CN2)C)C1 tert-Butyl N-[1-[[6-(hydroxymethyl)-4-methyl-1-(5-methyl-1,3-thiazol-2-yl)-6,7-dihydro-5H-cyclopenta[c]pyridin-3-yl]oxymethyl]cyclopropyl]carbamate